ClC=1C=CC(=C(C1)C1=NNC=C1C=1N=C2C=C(C=NC2=CC1)N1C[C@@H](NCC1)C(=O)NCCN1CCCC1)F (2R)-4-[6-[3-(5-chloro-2-fluoro-phenyl)-1H-pyrazol-4-yl]-1,5-naphthyridin-3-yl]-N-(2-pyrrolidin-1-ylethyl)piperazine-2-carboxamide